(S,E)-4-(3-chloro-5-fluorophenoxy)-2-cyclopentyl-N-(4-(methylsulfonyl)but-3-en-2-yl)pyrimidine-5-carboxamide ClC=1C=C(OC2=NC(=NC=C2C(=O)N[C@@H](C)\C=C\S(=O)(=O)C)C2CCCC2)C=C(C1)F